N-benzyl-N-methyl-2,2,2-trifluoroethylammonium tetrakis(pentafluorophenyl)borate FC1=C(C(=C(C(=C1[B-](C1=C(C(=C(C(=C1F)F)F)F)F)(C1=C(C(=C(C(=C1F)F)F)F)F)C1=C(C(=C(C(=C1F)F)F)F)F)F)F)F)F.C(C1=CC=CC=C1)[NH+](C)CC(F)(F)F